(S)-4-((2-fluoropyridin-3-yl)oxy)-N-(5-methyl-4-oxo-7-(piperidin-4-ylethynyl)-2,3,4,5-tetrahydrobenzo[b][1,4]oxazepin-3-yl)pyridineamide FC1=NC=CC=C1OC1=CC(=NC=C1)C(=O)N[C@@H]1C(N(C2=C(OC1)C=CC(=C2)C#CC2CCNCC2)C)=O